FC1=C(CNC2=NOC3=C2CCCCC3)C=CC(=C1)B1OC(C(O1)(C)C)(C)C N-(2-Fluoro-4-(4,4,5,5-tetramethyl-1,3,2-dioxaborolan-2-yl)benzyl)-5,6,7,8-tetrahydro-4H-cyclohepta[d]isoxazol-3-amine